1-triisopropylsilylacetylene C(C)(C)[Si](C#C)(C(C)C)C(C)C